(3R,9S*)-tert-butyl 11,11-difluoro-9-hydroxy-3-methyl-3,4,8,9,10,11-hexahydro-1H-pyrido[4',3':3,4]pyrazolo[1,5-a]azepine-2(7H)-carboxylate FC1(C=2N(CC[C@@H](C1)O)N=C1C2CN([C@@H](C1)C)C(=O)OC(C)(C)C)F |o1:6|